ClC=1C(=C(C(=CC1)C(F)F)C1=CN=C(C(=N1)C(=O)NC=1C=NN(C1)[C@@H](C)C=1C=NC(=NC1)N1C([C@@H](CC1)O)=O)C)F |o1:24,34| 6-(3-chloro-6-(difluoromethyl)-2-fluorophenyl)-N-(1-((S or R)-1-(2-((R or S)-3-hydroxy-2-oxopyrrolidin-1-yl)pyrimidin-5-yl)ethyl)-1H-pyrazol-4-yl)-3-methylpyrazine-2-carboxamide